[4-[6-fluoro-2-(1-methoxy-1-methyl-ethyl)-3H-imidazo[4,5-b]pyridin-7-yl]-1-piperidyl]-[4-(trifluoromethoxy)phenyl]methanone FC=1C(=C2C(=NC1)NC(=N2)C(C)(C)OC)C2CCN(CC2)C(=O)C2=CC=C(C=C2)OC(F)(F)F